N1(CCC1)CC=1C=CC(=C(CNC2=CC(=C(C(=C2)F)S(=O)(=O)NC=2N=CSC2)F)C1)F 4-((5-(azetidin-1-ylmethyl)-2-fluorobenzyl)amino)-2,6-difluoro-N-(thiazol-4-yl)benzenesulfonamide